N-(3-((5-(3,4-dichlorophenyl)-2-((1-(2-hydroxyethyl)-1H-pyrazol-4-yl)amino)pyrimidin-4-yl)amino)-4-fluorophenyl)acrylamide ClC=1C=C(C=CC1Cl)C=1C(=NC(=NC1)NC=1C=NN(C1)CCO)NC=1C=C(C=CC1F)NC(C=C)=O